3-(1-methyl-6-(4-(2-(piperazin-1-yl)ethyl)piperidin-1-yl)-1H-indazol-3-yl)piperidine-2,6-dione CN1N=C(C2=CC=C(C=C12)N1CCC(CC1)CCN1CCNCC1)C1C(NC(CC1)=O)=O